4-(6-((4-chloro-2-fluorobenzofuran-7-yl)methoxy)pyridin-2-yl)-5,6-dihydro-1,2,4-triazine-1(4H)-carbaldehyde ClC1=CC=C(C2=C1C=C(O2)F)COC2=CC=CC(=N2)N2C=NN(CC2)C=O